(R)-2-((2-ethyl-6-(4-(2-(3-hydroxypyrrolidin-1-yl)-2-oxoethyl)piperazin-1-yl)-8-methylimidazo[1,2-a]pyridin-3-yl)(methyl)amino)-4-(4-fluorophenyl)thiazole-5-carbonitrile C(C)C=1N=C2N(C=C(C=C2C)N2CCN(CC2)CC(=O)N2C[C@@H](CC2)O)C1N(C=1SC(=C(N1)C1=CC=C(C=C1)F)C#N)C